5-((4-aminobutoxy)methyl)-N-((R)-1-(4-carbamimidoylthiophen-2-yl)ethyl)-2-((9,9-difluoro-9H-fluorene-3-carbonyl)glycyl)-2-azabicyclo[3.1.0]hexane-3-carboxamide NCCCCOCC12CC(N(C2C1)C(CNC(=O)C=1C=CC=2C(C3=CC=CC=C3C2C1)(F)F)=O)C(=O)N[C@H](C)C=1SC=C(C1)C(N)=N